BrC1=C(SC2=C1N=C(N(C2=O)C)C2=CC=CC=C2)C 7-Bromo-3,6-dimethyl-2-phenyl-3,4-dihydrothieno[3,2-d]pyrimidin-4-one